2'-chloro-N-(5-(((1s,4s)-4-(hydroxymethyl)cyclohexyl)oxy)-1,3,4-thiadiazol-2-yl)-5'-methoxy-6-methyl-(4,4'-bipyridine)-3-carboxamide ClC1=NC=C(C(=C1)C1=C(C=NC(=C1)C)C(=O)NC=1SC(=NN1)OC1CCC(CC1)CO)OC